ClC1=C(C=C(C(=C1)F)C1=NC=NC2=CC(=CC=C12)N1CCOCC1)C(O)C=1N=NC=C(C1)C [2-Chloro-4-fluoro-5-(7-morpholin-4-yl-quinazolin-4-yl)phenyl]-(5-methylpyridazin-3-yl)methanol